CCCC(CCCC)C(=O)[O-] 4-octylcarboxylate